OC1=CC(=CC=2C(C3=C(C=CC=C3C(C12)=O)O)=O)C 1,5-dihydroxy-3-methyl-9,10-anthraquinone